The molecule is an optically active twelve-membered tetraazamacrocycle having a carboxymethyl group attached to each of the nitrogens and a 4-(2-bromoacetamido)benzyl group at the 2-position. It is an azamacrocycle and a tetracarboxylic acid. It derives from a DOTA. C1CN(CCN([C@H](CN(CCN1CC(=O)O)CC(=O)O)CC2=CC=C(C=C2)NC(=O)CBr)CC(=O)O)CC(=O)O